potassium lactate C(C(O)C)(=O)[O-].[K+]